2-((2r,4r,6s)-4-(2-((trans)-4-(3-(4-cyano-3-(trifluoromethyl)phenyl)-5,5-dimethyl-4-oxo-2-thioxoimidazolidin-1-yl)cyclohexyl)ethoxy)-2,6-di-Methylpiperidin-1-yl)acetic acid C(#N)C1=C(C=C(C=C1)N1C(N(C(C1=O)(C)C)[C@@H]1CC[C@H](CC1)CCOC1C[C@H](N([C@H](C1)C)CC(=O)O)C)=S)C(F)(F)F